4-(6-((1-methyl-1h-pyrazol-4-yl)amino)-1h-pyrrolo[3,2-c]pyridin-2-yl)pyridinecarbonitrile CN1N=CC(=C1)NC1=CC2=C(C=N1)C=C(N2)C2=CC(=NC=C2)C#N